4-(4-(2,2-Difluoropropyl)-1-((5-methoxy-7-methyl-1H-indol-4-yl)methyl)piperazin-2-yl)benzoic acid FC(CN1CC(N(CC1)CC1=C2C=CNC2=C(C=C1OC)C)C1=CC=C(C(=O)O)C=C1)(C)F